ClC=1C(=C(C=CC1F)[C@@H](NC(=O)N1[C@H](C(NCC1)=O)C1CC1)C=1C=NC(=CC1)C(F)(F)F)F N-((S)-(3-chloro-2,4-difluorophenyl)(6-(trifluoromethyl)pyridin-3-yl)methyl)-(S)-2-cyclopropyl-3-oxopiperazine-1-carboxamide